5-(2,12-di-tert-butyl-5,9-dioxa-13b-boranaphtho[3,2,1-de]anthracen-7-yl)-10,15-bis(methyl-d3)-10,15-dihydro-5H-diindolo[3,2-a:3',2'-c]carbazole C(C)(C)(C)C=1C=CC=2OC=3C=C(C=C4OC=5C=CC(=CC5B(C34)C2C1)C(C)(C)C)N1C=2C=CC=CC2C=2C1=C1C(=C3C=4C=CC=CC4N(C23)C([2H])([2H])[2H])N(C=2C=CC=CC21)C([2H])([2H])[2H]